C(C)(C)(C)C=1C=C(C=C(C1O)C(C)(C)C)CCC(=O)OCC(CO)(CO)COC(CCC1=CC(=C(C(=C1)C(C)(C)C)O)C(C)(C)C)=O 2,2-bis[[(3-(3,5-di-tert-butyl-4-hydroxyphenyl)propionyl)oxy]methyl]propane-1,3-diol